(2R,4R)-2-(5-((-)-3-cyclopropyl-1-((R)-1,1-dimethylethylsulfinamido)-1-(pyridin-4-yl)propyl)-2-fluorophenylcarbamoyl)-4-methoxypyrrolidine-1-carboxylic acid tert-butyl ester C(C)(C)(C)OC(=O)N1[C@H](C[C@H](C1)OC)C(NC1=C(C=CC(=C1)C(CCC1CC1)(C1=CC=NC=C1)N[S@](=O)C(C)(C)C)F)=O